CN1C(C(=CC(=C1)C)C(CNS(=O)(=O)CF)CO[C@@H]1CC[C@@H](CC1)C1=CC(=CC(=C1)F)F)=O N-[2-(1,5-dimethyl-2-oxo-1,2-dihydropyridin-3-yl)-3-{[(CIS)-4-(3,5-difluorophenyl)cyclohexyl]oxy}propyl]-1-fluoromethane-sulfonamide